(S)-N-(3-chloro-5-fluorobenzyl)-1-(2,2-dioxido-1H-spiro[benzo[c]isothiazole-3,1'-cyclopropan]-5-yl)-3-hydroxy-2-oxopyrrolidine-3-carboxamide ClC=1C=C(CNC(=O)[C@@]2(C(N(CC2)C2=CC3=C(NS(C34CC4)(=O)=O)C=C2)=O)O)C=C(C1)F